(S or R)-7-(3-(1-((3,3-difluorocyclopentyl)methyl)-1H-pyrazol-4-yl)-6-methylpyridin-2-yl)quinoline FC1(C[C@H](CC1)CN1N=CC(=C1)C=1C(=NC(=CC1)C)C1=CC=C2C=CC=NC2=C1)F |o1:3|